FC=1C=CC(=C(C(=O)N(C)C(C)C)C1)N1C=C(C=2C1=CN=CC2)[C@@H]2CC[C@@H](CC2)N2CCOCC2 5-fluoro-N-isopropyl-N-methyl-2-(3-(cis-4-morpholinocyclohexyl)-1H-pyrrolo[2,3-c]pyridin-1-yl)benzamide